2,2'-(2,5-dioxopiperazine-1,4-diyl)bis(N,N-bis(4-(dimethylamino)benzyl)acetamide) O=C1N(CC(N(C1)CC(=O)N(CC1=CC=C(C=C1)N(C)C)CC1=CC=C(C=C1)N(C)C)=O)CC(=O)N(CC1=CC=C(C=C1)N(C)C)CC1=CC=C(C=C1)N(C)C